4-((2,4-difluorophenyl)ethynyl)-N-((tetrahydro-2H-Pyran-3-yl)methyl)benzamide FC1=C(C=CC(=C1)F)C#CC1=CC=C(C(=O)NCC2COCCC2)C=C1